4-[methoxy(methyl)carbamoyl]-4-methylpiperidine-1-carboxylic acid tert-butyl ester C(C)(C)(C)OC(=O)N1CCC(CC1)(C)C(N(C)OC)=O